(4-(3-amino-1H-indazol-5-yl)pyridine-2-yl)-3-(3-((3-fluorobenzyl)oxy)phenyl)urea NC1=NNC2=CC=C(C=C12)C1=CC(=NC=C1)NC(=O)NC1=CC(=CC=C1)OCC1=CC(=CC=C1)F